ClC=1C=C(C=C(C1)Cl)B(O)C1=CC(=CC(=C1)Cl)Cl bis(3,5-dichlorophenyl)borinic acid